6-fluoro-5-(((2R,3S)-1-((5-fluoro-2-methyl-3-oxo-3,4-dihydroquinoxalin-6-yl)methyl)-2-methylazetidin-3-yl)oxy)-N-methylpicolinamide FC1=C(C=CC(=N1)C(=O)NC)O[C@@H]1[C@H](N(C1)CC=1C(=C2NC(C(=NC2=CC1)C)=O)F)C